N-(4-(chlorodifluoromethoxy)phenyl)-7-(4-fluoro-1-(4-methoxybenzyl)-1H-pyrazol-5-yl)-1-isopropyl-1H-benzo[d]Imidazole-5-carboxamide ClC(OC1=CC=C(C=C1)NC(=O)C1=CC2=C(N(C=N2)C(C)C)C(=C1)C1=C(C=NN1CC1=CC=C(C=C1)OC)F)(F)F